2-[(2E)-2-(aminomethyl)-3-fluoroprop-2-en-1-yl]-4-({5-[4-(morpholin-4-ylcarbonyl)phenyl]thiophen-2-yl}methyl)-2,4-dihydro-3H-1,2,4-triazol-3-one hydrochloride Cl.NC/C(/CN1N=CN(C1=O)CC=1SC(=CC1)C1=CC=C(C=C1)C(=O)N1CCOCC1)=C\F